2-amino-6-borono-2-(3-(4-(2,3-difluorophenylcarbamoyl)piperazin-1-yl)propyl)hexanoic acid NC(C(=O)O)(CCCCB(O)O)CCCN1CCN(CC1)C(NC1=C(C(=CC=C1)F)F)=O